1-cyclopentyl-5-(2-(4-(methylsulfonyl)phenyl)aminopyrimidin-4-yl)-pyridin-2(1H)-one C1(CCCC1)N1C(C=CC(=C1)C1=NC(=NC=C1)NC1=CC=C(C=C1)S(=O)(=O)C)=O